N-(3-(3-oxo-2,3-dihydrospiro[indene-1,4'-piperidin]-6-yl)-1H-pyrrolo[2,3-b]pyridin-6-yl)isonicotinamide O=C1CC2(CCNCC2)C2=CC(=CC=C12)C1=CNC2=NC(=CC=C21)NC(C2=CC=NC=C2)=O